2-(3,5-Difluoro-phenyl)-N-(4-oxo-2-piperidin-1-yl-4H-quinazolin-3-yl)-acetamide FC=1C=C(C=C(C1)F)CC(=O)NN1C(=NC2=CC=CC=C2C1=O)N1CCCCC1